ClC1=NC(=C(C=2N=C(NC(C21)=O)S)F)Cl 5,7-Dichloro-8-fluoro-2-sulfanyl-3H-pyrido[4,3-d]pyrimidin-4-one